C(C)N1N=C2C(=CC=C(C2=C1)N1CC2(CN(C2)C(=O)OC(C)(C)C)C1)C(NC=1C=C(C=2N(C1)C=C(N2)C)F)=O tertbutyl 6-[2-ethyl-7-({8-fluoro-2-methylimidazo[1,2-a]pyridin-6-yl}carbamoyl)indazol-4-yl]-2,6-diazaspiro[3.3]heptane-2-carboxylate